OP(O)(=O)OP(=O)(O)O.N1CCCCC1 piperidine pyrophosphate